COC(C=C)=O.C(C)C1=NC(N=C1)=O ethyl-imidazolone (methyl)acrylate